[2-[6-ethyl-1-(1,3-thiazol-2-yl)pyrrolo[2,3-b]pyridin-2-yl]-5-methoxy-3-methylimidazo[1,2-a]pyridin-7-yl]methanone C(C)C1=CC=C2C(=N1)N(C(=C2)C=2N=C1N(C(=CC(=C1)C=O)OC)C2C)C=2SC=CN2